FCC=1C=CC(=NC1)C(C)(C)F 5-(fluoromethyl)-2-(2-fluoropropan-2-yl)pyridin